(e)-non-2-enal C(\C=C\CCCCCC)=O